3-(2-amino-4-chloropyridin-3-yl)pent-4-yn-1-ol NC1=NC=CC(=C1C(CCO)C#C)Cl